ClC1=C(OC2=C(OCC(=O)OCC3=NC=CC=C3)C=CC=C2)C=C(C(=C1)F)N1C(N(C(=CC1=O)C(F)(F)F)C)=O Pyridin-2-ylmethyl (2-{2-chloro-4-fluoro-5-[3-methyl-2,6-dioxo-4-(trifluoromethyl)-3,6-dihydropyrimidin-1(2H)-yl]phenoxy}phenoxy)acetate